O1CC(C1)N1CCC(CC1)=O 1-(oxetan-3-yl)piperidin-4-one